CC=1CCOCC1 3,6-dihydro-4-methyl-2H-pyran